acryloxyicosylchlorodimethylsilane C(C=C)(=O)OCCCCCCCCCCCCCCCCCCCC[Si](C)(C)Cl